tert-butyl (cyclobutylmethyl)((3R)-1-(6-(1-(1-(5-methoxypyridin-3-yl)-1H-pyrazol-4-yl)ethyl)pyridin-3-yl)piperidin-3-yl)carbamate C1(CCC1)CN(C(OC(C)(C)C)=O)[C@H]1CN(CCC1)C=1C=NC(=CC1)C(C)C=1C=NN(C1)C=1C=NC=C(C1)OC